N-(1,3-benzothiazol-6-yl)-7-bromo-5-[(1-methylpiperidin-4-yl)oxy]quinazolin-4-amine S1C=NC2=C1C=C(C=C2)NC2=NC=NC1=CC(=CC(=C21)OC2CCN(CC2)C)Br